[2-Chloro-6-[3-(difluoromethyl)-1,2,4-triazol-1-yl]-3-methoxy-phenyl]methanamine ClC1=C(C(=CC=C1OC)N1N=C(N=C1)C(F)F)CN